(2R)-2-methyl-N-(2-{1-[(2-methyl-1,3-thiazol-4-yl)methyl]piperidin-4-yl}ethyl)-4-(3,4,5-trifluorophenyl)piperazine-1-carboxamide C[C@H]1N(CCN(C1)C1=CC(=C(C(=C1)F)F)F)C(=O)NCCC1CCN(CC1)CC=1N=C(SC1)C